OC1=CC(=C(C2=C1C(C=C(O2)C2=CC=C(C=C2)O)=O)CN2CCN(CC2)C(C2=CN=CC=C2)=O)O 5,7-dihydroxy-2-(4-hydroxyphenyl)-8-((4-nicotinoylpiperazin-1-yl)methyl)-4H-benzopyran-4-one